CC1([C@H]2O[C@H]3P([C@@H]1O[C@@H](O2)C3(C)C)C3=CC=CC=C3)C (1S,3R,5R,7S)-tetramethyl-8-phenyl-2,4,6-trioxa-8-phosphaadamantane